1-trichloromethyl-pyridine Methyl-(S)-2-((S)-2-(((1-(3-chlorobenzyl)cyclopropoxy)carbonyl)amino)-4-methylpentanamido)-3-((S)-2-oxopyrrolidin-3-yl)propanoate COC([C@H](C[C@H]1C(NCC1)=O)NC([C@H](CC(C)C)NC(=O)OC1(CC1)CC1=CC(=CC=C1)Cl)=O)=O.ClC(N1CC=CC=C1)(Cl)Cl